1,4-bis(methylene)benzene C=C1C=CC(C=C1)=C